benzyl 1-benzyl-N,N-dimethyl-4-aminodithiobenzoate C(C1=CC=CC=C1)C1(C(=S)SCC2=CC=CC=C2)CC=C(C=C1)N(C)C